1-Methyl-N-(4-(4-(trifluoromethyl)piperidin-1-yl)phenyl)-1H-indol-5-amine CN1C=CC2=CC(=CC=C12)NC1=CC=C(C=C1)N1CCC(CC1)C(F)(F)F